N1C=NC=2NC=NC2C1=O 1,9-dihydro-6H-purine-6-one